C(C)C=1C=C(C=2C3=C(C(OC2C1)(C)C)C=CC(=C3)C)O 3-ethyl-6,6,9-trimethyl-6H-benzo[c]chromen-1-ol